C1(CCCCC1)N(C1=CC=CC=C1)C(CC1(CCN(CC1)C1=NC=CC(=C1)C)C(=O)O)=O 4-[2-(N-cyclohexyl-anilino)-2-oxo-ethyl]-1-(4-methyl-2-pyridyl)piperidine-4-carboxylic acid